C(C)(C)(C)OC(=O)N1CC(C1)C#CC1=NC=CC(=C1)C(F)(F)F 3-{2-[4-(Trifluoromethyl)pyridin-2-yl]ethynyl}azetidine-1-carboxylic acid tert-butyl ester